Fmoc-(S)-3-amino-4-phenylbutyric acid C1=CC=C(C=C1)C[C@@H](CC(=O)O)NC(=O)OCC2C3=CC=CC=C3C4=CC=CC=C24